8-methoxy-2,2-dimethyl-1,2-dihydroquinoline COC=1C=CC=C2C=CC(NC12)(C)C